bis(5-diethylcarbamoyloxy-2,4-dimethylphenyl) trisulfide C(C)N(C(=O)OC=1C(=CC(=C(C1)SSSC1=C(C=C(C(=C1)OC(N(CC)CC)=O)C)C)C)C)CC